COC1=C(C=CC=C1)NS(=O)=O.[Na] sodium N-(2-methoxyphenyl)sulphonamide